5-[2,5-dichloro-4-({1-[4-(2-cyclopropoxyphenyl)pyridin-3-yl]cyclopropoxy}methyl)phenyl]-N-[2-(dimethylamino)ethyl]-N-[(2S,3R,4R,5R)-2,3,4,5,6-pentahydroxyhexyl]pentanamide ClC1=C(C=C(C(=C1)COC1(CC1)C=1C=NC=CC1C1=C(C=CC=C1)OC1CC1)Cl)CCCCC(=O)N(C[C@@H]([C@H]([C@@H]([C@@H](CO)O)O)O)O)CCN(C)C